N-(5-(6-(2,3-dichloro-4-(trifluoromethyl)phenyl)-1-oxo-3,4-dihydroisoquinolin-2(1H)-yl)-2-hydroxyphenyl)methanesulfonamide ClC1=C(C=CC(=C1Cl)C(F)(F)F)C=1C=C2CCN(C(C2=CC1)=O)C=1C=CC(=C(C1)NS(=O)(=O)C)O